N-(6-(6-(4-(tert-butyl)phenyl)-1-oxo-3,4-dihydroisoquinolin-2(1H)-yl)-3-hydroxypyridin-2-yl)methanesulfonamide C(C)(C)(C)C1=CC=C(C=C1)C=1C=C2CCN(C(C2=CC1)=O)C1=CC=C(C(=N1)NS(=O)(=O)C)O